(R)-3-(8-((1r,4R)-4-(4-(2-(3-amino-6-(2-hydroxyphenyl)pyridazin-4-yl)-3-fluoropyridin-4-yl)piperidin-1-yl)cyclohexyl)-2,3-dihydro-4H-benzo[b][1,4]oxazin-4-yl)piperidine-2,6-dione NC=1N=NC(=CC1C1=NC=CC(=C1F)C1CCN(CC1)C1CCC(CC1)C1=CC=CC2=C1OCCN2[C@H]2C(NC(CC2)=O)=O)C2=C(C=CC=C2)O